methyl-5-(8-(7-hydroxy-1,3-dimethyl-2-oxo-1,2-dihydroquinolin-5-yl)isoquinolin-3-yl)picolinic acid CC=1C(=NC=C(C1)C=1N=CC2=C(C=CC=C2C1)C1=C2C=C(C(N(C2=CC(=C1)O)C)=O)C)C(=O)O